3-methyl-2-oxo-1,2-dihydropyridine-3,5-dicarboxamide CC1(C(NC=C(C1)C(=O)N)=O)C(=O)N